[C@H]12CCC#CCC[C@@H]2C1CO (1R,8S,9r)-Bicyclo[6.1.0]non-4-yn-9-ylmethanol